N[C@H](CC1=C(C=2N=NC=C(C2S1)NCC=1SC=CC1)CC)C 6-[(2S)-2-aminopropyl]-7-ethyl-N-[(thiophen-2-yl)methyl]thieno[3,2-c]pyridazin-4-amine